(R)-4-(2-(1,2-Dihydroxyethyl)-6-(4-(4-fluorophenoxy)phenyl)pyridin-4-yl)-N-isopropylpiperazin-1-carboxamid O[C@@H](CO)C1=NC(=CC(=C1)N1CCN(CC1)C(=O)NC(C)C)C1=CC=C(C=C1)OC1=CC=C(C=C1)F